2-chloro-4,6-dimethylaniline ClC1=C(N)C(=CC(=C1)C)C